C(C)(C)(C)OC(=O)N1C[C@@H](CCC1)NC1=NN=C(C2=CC=CC=C12)Cl.C(C)N1CCN(CC1)C=1C=NC(=CC1)[N+](=O)[O-] 1-Ethyl-4-(6-nitropyridin-3-yl)piperazine tert-butyl-(R)-3-((4-chlorophthalazin-1-yl)amino)piperidine-1-carboxylate